3-bromo-4,5-dimethyl-aniline BrC=1C=C(N)C=C(C1C)C